(4-amino-7-(1-ethyl-1H-1,2,3-triazol-5-yl)-2-(pyridin-2-ylmethyl)pyrazolo[1,5-a]pyrazin-6-yl)benzonitrile NC=1C=2N(C(=C(N1)C1=C(C#N)C=CC=C1)C1=CN=NN1CC)N=C(C2)CC2=NC=CC=C2